2'-O-methyl-inosine-5'-triphosphate P(O)(=O)(OP(=O)(O)OP(=O)(O)O)OC[C@@H]1[C@H]([C@H]([C@@H](O1)N1C=NC=2C(O)=NC=NC12)OC)O